4,4-Bis(2-benzoxazolyl)stilbene O1C(=NC2=C1C=CC=C2)C2(CC=C(C=C2)C=CC2=CC=CC=C2)C=2OC1=C(N2)C=CC=C1